NC1=NC2=CC=C(C=C2C=C1C)C(=O)N(CC1=NC=C(C=C1)C(F)(F)F)[C@H](C)C1=CC=C(C=C1)F 2-amino-N-((1R)-1-(4-fluorophenyl)ethyl)-3-methyl-N-((5-(trifluoromethyl)-2-pyridinyl)methyl)-6-quinolinecarboxamide